CS(=O)(C)=NC=1C=CC(=C(C1)C=1C2=C(C(N(C1)C)=O)N(C=C2)S(=O)(=O)C2=CC=C(C)C=C2)OC2=CC=C(C=C2)S(=O)(=O)C 4-{5-{[dimethyl(oxo)-λ6-sulfanylidene]amino}-2-[4-(methylsulfonyl)phenoxy]phenyl}-6-methyl-1-tosyl-1,6-dihydro-7H-pyrrolo[2,3-c]pyridin-7-one